N=1N2C(=CC1)C(CC2)=O 5,6-dihydro-4H-Pyrrolo[1,2-b]pyrazol-4-one